ClC=1C=C(C=CC1Cl)[O-] 3,4-dichlorophenolate